C=CCCCCCCCCC(=O)O undecenoic acid